2,6-dimethoxy-4-phenoxyaniline COC1=C(N)C(=CC(=C1)OC1=CC=CC=C1)OC